OC1=NC(=NN2C1=C(C(=C2)C2=NN(C=C2)C)C(=O)O)C=2N(C=CN2)C D-4-hydroxy-2-(1-methyl-1H-imidazol-2-yl)-6-(1-methyl-1H-pyrazol-3-yl)pyrrolo[2,1-f][1,2,4]triazine-5-carboxylic acid